NC=1N=CC(=NC1C#CC1(CCOCC1)C)C=1C=C(C=CC1C)C(C(=O)N)(C(F)(F)F)O 2-(3-(5-amino-6-((4-methyltetrahydro-2H-pyran-4-yl)ethynyl)pyrazin-2-yl)-4-methylphenyl)-3,3,3-trifluoro-2-hydroxypropanamide